6-(5-chloropyrimidin-2-yl)-7-fluoro-2-[(4R)-5-hydroxy-4-[[6-oxo-5-(trifluoromethyl)-1H-pyridazin-4-yl]amino]pentyl]isoquinolin-1-one ClC=1C=NC(=NC1)C=1C=C2C=CN(C(C2=CC1F)=O)CCC[C@H](CO)NC=1C=NNC(C1C(F)(F)F)=O